N-[2-(4-Methoxyphenyl)[1,2,4]triazolo[1,5-c]quinazolin-5-yl]-D-alanine COC1=CC=C(C=C1)C1=NN2C(=NC=3C=CC=CC3C2=N1)N[C@H](C)C(=O)O